ClC1=NC(=CC2=C1CNC2=O)N(C)C2CCCC2 4-Chloro-6-(cyclopentyl(methyl)amino)-2,3-dihydro-1H-pyrrolo[3,4-c]pyridin-1-one